5-chloro-2-fluoro-4-((1-(5,6,7,8-tetrahydronaphthalen-2-yl)propyl)amino)-N-(thiazol-2-yl)benzenesulfonamide ClC=1C(=CC(=C(C1)S(=O)(=O)NC=1SC=CN1)F)NC(CC)C1=CC=2CCCCC2C=C1